C1(CCCCC1)C(C(=O)OC)CCCCCCCCC Cyclohexyl-undecanoic acid, methyl ester